ethyl (S)-3-(2-((1-(2-((20-(2-chloroacetamido)-2,2-dimethylicosyl)(6-methylpyridin-2-yl)carbamoyl)-5-methoxyphenyl) piperidin-4-yl)methoxy)pyridin-4-yl)-3-cyclopropylpropanoate ClCC(=O)NCCCCCCCCCCCCCCCCCCC(CN(C(=O)C1=C(C=C(C=C1)OC)N1CCC(CC1)COC1=NC=CC(=C1)[C@@H](CC(=O)OCC)C1CC1)C1=NC(=CC=C1)C)(C)C